COC1=C(C=C(C=C1)C=1SC(=CN1)CNC(=O)C1=CC2=C(S(C3=C(C(N2)=O)C=CC=C3)(=O)=O)C=C1)C N-((2-(4-methoxy-3-methylphenyl)thiazol-5-yl)methyl)-11-oxo-10,11-dihydrodibenzo[b,f][1,4]thiazepine-8-carboxamide 5,5-dioxide